5-Methyl-morpholin-3-one CC1COCC(N1)=O